N-(2-isopropylphenyl)-2-(4-{5-(methylamino)-1-[4-(trifluoromethoxy)phenyl]-1H-1,2,4-triazol-3-yl}benzylidene)hydrazinecarbothioamide C(C)(C)C1=C(C=CC=C1)NC(=S)NN=CC1=CC=C(C=C1)C1=NN(C(=N1)NC)C1=CC=C(C=C1)OC(F)(F)F